CC=1SC=C(N1)C=C 2-methyl-4-vinylthiazole